[Ru+2].N1=C(C=CC=C1)C1=NC=CC=C1.N1=C(C=CC=C1)C1=NC=CC=C1.N1=C(C=CC=C1)C1=NC=CC=C1 tris-(bipyridyl) ruthenium (II)